FC(S(=O)(=O)C1=NC=CC=C1)F 2-(difluoromethanesulfonyl)pyridine